NC1=C(C=CC=C1)C1=CC=CC=C1 2'-Amino[1,1'-biphenyl]